(1S,2S,4R,5R,6S,7S)-N-(3,4-dichlorophenyl)-7-(2-fluoropyridin-4-yl)-8-oxatricyclo[3.2.1.02,4]octane-6-carboxamide ClC=1C=C(C=CC1Cl)NC(=O)[C@@H]1[C@H]2[C@@H]3C[C@@H]3[C@@H]([C@@H]1C1=CC(=NC=C1)F)O2